Cl.OC1(C(C(CCC1)(NC)C=1C=C(C#N)C=CC1)=O)C 3-(3-hydroxy-3-methyl-1-methylamino-2-oxocyclohexyl)benzonitrile hydrochloride